ClC=1C=CC(=NC1Cl)NC(=O)N1C2CCC1CC=1C(=NC=CC12)F (±)-N-(5,6-dichloropyridin-2-yl)-1-fluoro-6,7,8,9-tetrahydro-5H-5,8-epiminocyclohepta[c]pyridine-10-carboxamide